(5-fluoro-2-methyl-4-oxo-3,4-dihydroquinazolin-3-yl)piperidine-2,6-dione FC1=C2C(N(C(=NC2=CC=C1)C)N1C(CCCC1=O)=O)=O